2-methyl-3-(1,3,3,5,7-pentamethyloctahydrobenzo[c]isoxazol-5-yl)benzonitrile CC1=C(C#N)C=CC=C1C1(CC2C(N(OC2(C)C)C)C(C1)C)C